O1C(=NC2=C1C=CC=C2)C2=C(C(N(C(=N2)N2C(C1=CC=CC=C1C2)C2=CC=CC=C2)C)=O)O 6-(1,3-benzoxazol-2-yl)-5-hydroxy-3-methyl-2-(1-phenyl-2,3-dihydro-1H-isoindol-2-yl)-3,4-dihydropyrimidin-4-one